CSC1=NC2=C(N1)C=CC(=C2)C(=O)N 2-(methylthio)-1H-benzo[d]Imidazole-5-carboxamide